CC=1C(=CC(=C(CN[C@@H](CO)C(=O)O)C1)OCC=1C=NC=C(C1)C#N)OCC1=C(C(=CC=C1)C1=C2CCN(C2=CC=C1)CCCN1CCC(CC1)O)Cl N-(5-methyl-2-((5-cyanopyridin-3-yl)methoxy)-4-(3-(1-(3-(4-Hydroxypiperidin-1-yl)propyl)indolin-4-yl)-2-chlorobenzyloxy)benzyl)-L-serine